3-hydroxy-6-(4-(piperazin-1-yl)butyl)picolinaldehyde oxime OC=1C(=NC(=CC1)CCCCN1CCNCC1)C=NO